(R)-3-Hydroxy-1-methyl-3-(3-(6-(2-(((S)-1-oxo-1-(piperidin-1-yl)propan-2-yl)amino)pyrimidin-4-yl)pyridin-2-yl)isoxazol-5-yl)pyrrolidin-2-one O[C@@]1(C(N(CC1)C)=O)C1=CC(=NO1)C1=NC(=CC=C1)C1=NC(=NC=C1)N[C@H](C(N1CCCCC1)=O)C